4-METHOXY-3-PYRIDINEBORONIC ACID HYDROCHLORIDE Cl.COC1=C(C=NC=C1)B(O)O